(S)-Ethyl 2'-((5-((1-(4-bromophenyl)ethyl)carbamoyl)-1H-indol-1-yl)methyl)-[1,1'-biphenyl]-3-carboxylate BrC1=CC=C(C=C1)[C@H](C)NC(=O)C=1C=C2C=CN(C2=CC1)CC1=C(C=CC=C1)C1=CC(=CC=C1)C(=O)OCC